FC(OC1=C(C(=O)NCC)C(=CC(=C1)C1=CN=C2N1C=CC(=C2)C=2C=NN(C2)C)OC)F 2-(difluoromethoxy)-N-ethyl-6-methoxy-4-[7-(1-methylpyrazol-4-yl)imidazo[1,2-a]pyridin-3-yl]benzamide